CS(=O)(=O)OC1=C(C=CC(=C1)OS(=O)(=O)C)CC(=O)O 2,4-dimethyl-sulfonyloxyphenylacetic acid